3-{[(tert-butyldimethylsilyl)oxy]methyl}-5-fluoro-1,3-dihydro-2,1-benzoxaborol-1-ol [Si](C)(C)(C(C)(C)C)OCC1OB(C2=C1C=C(C=C2)F)O